FC1(C(C1)C1=CC=CC(=N1)N1N=CC=2C=NC(=CC21)NC(C)=O)F N-(1-(6-(2,2-difluorocyclopropyl)pyridin-2-yl)-1H-pyrazolo[4,3-c]pyridin-6-yl)acetamide